ClC1=C(C(=C(C(=C1)C(C)C)CC(=O)NS(=O)(=N)C=1SC(=CC1F)C(C)(C)O)C1CC1)F 2-(4-chloro-2-cyclopropyl-3-fluoro-6-isopropylphenyl)-N-(3-fluoro-5-(2-hydroxypropan-2-yl)thiophen-2-ylsulfonimidoyl)acetamide